O=C1NC(CCC1N1C(C=2C=NC(=CC2C1)C1(CCN(CC1)C(=O)OC(C)(C)C)O)=O)=O tert-butyl 4-(2-(2,6-dioxopiperidin-3-yl)-3-oxo-2,3-dihydro-1H-pyrrolo[3,4-c]pyridin-6-yl)-4-hydroxypiperidine-1-carboxylate